p-methyl-4-phenyl-2-butanone CC1=CC=C(C=C1)CCC(C)=O